C(C)OC(CC(CC1=CC=C(C=C1)Br)=O)=O 4-(4-bromophenyl)-3-oxobutanoic acid ethyl ester